C1(CC1)C1=NC2=C(C=CC=C2C=C1)NS(=O)(=O)C1=NC=CC=C1C N-(2-cyclopropylquinolin-8-yl)-3-methylpyridine-2-sulfonamide